(2R)-4-[2-[[4-[[3-(2,3-difluoro-4-methoxyphenyl)imidazo[1,2-a]pyrazin-8-yl]amino]-2-methylbenzoyl]amino]ethylcarbamoyl]piperazine-2-carboxylic acid FC1=C(C=CC(=C1F)OC)C1=CN=C2N1C=CN=C2NC2=CC(=C(C(=O)NCCNC(=O)N1C[C@@H](NCC1)C(=O)O)C=C2)C